1-(9Z-pentadecenoyl)-2-(11Z,14Z-eicosadienoyl)-glycero-3-phospho-(1'-sn-glycerol) CCCCC/C=C\CCCCCCCC(=O)OC[C@H](COP(=O)(O)OC[C@H](CO)O)OC(=O)CCCCCCCCC/C=C\C/C=C\CCCCC